N1=C(C=CC=C1)CNCC1=NC=CC=C1.N1=C(C=CC=C1)CNCC1=NC=CC=C1.[Zn+2] zinc(II) bisdipicolylamine